(2S,4R)-allyl 4-(2-((1R,3R)-3-((tert-butoxycarbonyl)(methyl)amino)-1-((3,3-dimethylbutanoyl)oxy)-4-methylpentyl)thiazole-4-carboxamido)-2-methyl-5-phenylpentanoate C(C)(C)(C)OC(=O)N([C@H](C[C@@H](OC(CC(C)(C)C)=O)C=1SC=C(N1)C(=O)N[C@H](C[C@@H](C(=O)OCC=C)C)CC1=CC=CC=C1)C(C)C)C